C1N(CC2=CC=CC=C12)C=1C(=NN2C1N=CC=C2C=2C=NNC2)C(=O)NC2=CC(=CC=C2)OC (isoindolin-2-yl)-N-(3-methoxyphenyl)-7-(1H-pyrazol-4-yl)pyrazolo[1,5-a]pyrimidine-2-carboxamide